6-acetyl-2-[[5-[4-[[4-[[tert-butyl(dimethyl)silyl]oxymethyl]-phenyl]-difluoro-methyl]-1-piperidyl]-2-pyridyl]amino]-8-cyclopentyl-5-methyl-pyrido[2,3-d]pyrimidin-7-one C(C)(=O)C1=C(C2=C(N=C(N=C2)NC2=NC=C(C=C2)N2CCC(CC2)C(F)(F)C2=CC=C(C=C2)CO[Si](C)(C)C(C)(C)C)N(C1=O)C1CCCC1)C